methyl 5-(3-bromo-4-methylphenyl)-2-(cyclopropylmethyl)-1H-pyrrole-3-carboxylate BrC=1C=C(C=CC1C)C1=CC(=C(N1)CC1CC1)C(=O)OC